BrCC1=CC=C(C=C1)C(F)(F)F 1-(bromo-methyl)-4-(trifluoro-methyl)benzene